trans-3-(Butylamino)-5-(4-hydroxy-4-methylcyclohexyl)-8-((4-methylpiperazin-1-yl)methyl)pyrimido[4,5-c]isoquinolin-6(5H)-one C(CCC)NC=1N=CC2=C(N(C(C=3C=C(C=CC23)CN2CCN(CC2)C)=O)C2CCC(CC2)(C)O)N1